C(=O)C=1C=C(C=CC1)CC(=O)OC methyl 2-(3-formylphenyl)acetate